N-butyl-N'-cyano-6-[4-fluoro-2-[5-fluoro-2-(methylsulfanyl)phenyl]pyrrolidin-1-yl]imidazo[1,2-b]pyridazine-3-carboximidamide C(CCC)NC(=NC#N)C1=CN=C2N1N=C(C=C2)N2C(CC(C2)F)C2=C(C=CC(=C2)F)SC